BrC1=CC(=C(C=C1)S(=O)(=O)N1C[C@@H]([C@](C1)(CO)O)OC1=CC(=C(C#N)C=C1)F)C#N 4-(((3s,4s)-1-((4-bromo-2-cyanophenyl)sulfonyl)-4-hydroxy-4-(hydroxymethyl)pyrrolidin-3-yl)oxy)-2-fluorobenzonitrile